ClC=1C=C2C=C(NC2=CC1OCC1=NC=CC(=C1)F)CNC(=O)C1(CC1)C N-((5-chloro-6-((4-fluoropyridin-2-yl)methoxy)-1H-indol-2-yl)methyl)-1-methylcyclopropane-1-carboxamide